1-Butyl-5-(diaminomethylene)-3-((1r,4r)-4-(hydroxymethyl)-4-((3-methyl-5-oxo-1,5-dihydro-4H-1,2,4-triazol-4-yl)methyl)cyclohexyl)pyrimidine-2,4,6(1H,3H,5H)-trione C(CCC)N1C(N(C(C(C1=O)=C(N)N)=O)C1CCC(CC1)(CN1C(=NNC1=O)C)CO)=O